2-(cyanomethyl)-N-(4-fluoro-3-methylphenyl)-7-methyl-2,3,3a,4,10,10a-hexahydro-1H,7H-dipyrrolo[3,4-b:3',4'-f][1,4,5]oxathiazocine-8-carboxamide 5,5-dioxide C(#N)CN1CC2NS(C=3C(OCC2C1)=C(N(C3)C)C(=O)NC3=CC(=C(C=C3)F)C)(=O)=O